N1N=CC(=C1)C1=CC=C(C=C1)C1=CN=C2N1N=C(C=C2)N2CCN(CC2)C 3-(4-(1H-pyrazol-4-yl)phenyl)-6-(4-methylpiperazin-1-yl)imidazo[1,2-b]pyridazine